2,2-Dihydroxy-5-(piperazin-1-yl)-2,3-dihydro-1,4-benzodioxine OC1(COC2=C(O1)C=CC=C2N2CCNCC2)O